methyl (3R,6S)-1-(2-(2-chloro-4-fluorophenyl)acetyl)-6-methylpiperidine-3-carboxylate ClC1=C(C=CC(=C1)F)CC(=O)N1C[C@@H](CC[C@@H]1C)C(=O)OC